2-cyclohexyl-2-(3,3,3-trifluoro-n-propyl)-1,3-dimethoxypropane C1(CCCCC1)C(COC)(COC)CCC(F)(F)F